BrC1=C(C=C2C=N[C@@H](N(C2=C1)C(C)C1=CC(=CC=C1)S(F)(F)(F)(F)F)C)I (R)-7-bromo-6-iodo-2-methyl-N-(1-(3-(pentafluoro-λ6-sulfanyl)phenyl)ethyl)quinazoline